methyl 2-(chlorocarbonyl)-3-butenoate ClC(=O)C(C(=O)OC)C=C